5-(4-tert-butylphenyl)-3-(4-methoxyphenyl)-6,6-dimethylpiperidin-2-one C(C)(C)(C)C1=CC=C(C=C1)C1CC(C(NC1(C)C)=O)C1=CC=C(C=C1)OC